C(CCCCCCCCCCC)(=O)OCC(OC(CCCCCCCCCCCCCCCCCCCCC)=O)COP(=O)(O)OC[C@H](N)C(=O)O 1-dodecanoyl-2-docosanoyl-glycero-3-phosphoserine